FC(C=1SC=NN1)F 2-(difluoromethyl)-1,3,4-thiadiazole